ClC1=CC2=C(N(C(N=C2N2[C@H](CN([C@@H](C2)C)C(C=C)=O)C)=O)C=2C(=NC=CC2N(C)C)C(C)C)N=C1C1=C(C=CC=C1)C(C)C 6-Chloro-1-[4-(dimethylamino)-2-isopropyl-3-pyridyl]-4-[(2S,5R)-2,5-dimethyl-4-prop-2-enoyl-piperazin-1-yl]-7-(2-isopropyl-phenyl)pyrido[2,3-d]pyrimidin-2-one